ClC1=CC(=C(C=C1)C1(OC2=C(O1)C=CC=C2C2=CC(=C(C=C2F)CC=2N(C1=C(N2)C=CC(=C1)C(=O)O)C[C@H]1OCCC1)F)C)F 2-[[4-[2-(4-Chloro-2-fluoro-phenyl)-2-methyl-1,3-benzodioxol-4-yl]-2,5-difluoro-phenyl]methyl]-3-[[(2S)-tetrahydrofuran-2-yl]methyl]benzimidazole-5-carboxylic acid